C(C\C=C\CCCCCCCC\C=C\CCCC)OCOCOCC\C=C\CCCCCCCC\C=C\CCCC (3E,13E)-3,13-octadecdienyloxymethyl ether